1-(1-butyl-1H-benzo[d]imidazol-2-yl)-2-methylpropan-2-amine dihydrochloride Cl.Cl.C(CCC)N1C(=NC2=C1C=CC=C2)CC(C)(N)C